C1=CC(=CC=2C3=CC=CC=C3C=CC12)/C(/C(C(=O)O)=O)=C\C1=CC=CC=C1 Phenanthren-3-yl-(E)-2-oxo-4-phenylbut-3-enoic acid